[2-[4-[4-[[3-[4-(Cyanomethoxy)-2,3-difluorophenyl]imidazo[1,2-a]pyrazin-8-yl]amino]-2-methylbenzoyl]piperazin-1-yl]-2-oxoethyl]-trimethylazanium iodide [I-].C(#N)COC1=C(C(=C(C=C1)C1=CN=C2N1C=CN=C2NC2=CC(=C(C(=O)N1CCN(CC1)C(C[N+](C)(C)C)=O)C=C2)C)F)F